(R)-6-(2,2-difluorocyclopropane-1-carboxamido)-4-((2-methoxy-3-(1-methyl-1H-1,2,4-triazol-3-yl)phenyl)amino)-N-(methyl-d3)pyridazine-3-carboxamide FC1([C@H](C1)C(=O)NC1=CC(=C(N=N1)C(=O)NC([2H])([2H])[2H])NC1=C(C(=CC=C1)C1=NN(C=N1)C)OC)F